ClC=1C(=CC(=C(C1)CN[C@H](C(=O)O)CO)OCC)O[C@H]1CCC2=C(C=CC=C12)C1=C(C=CC=C1)F (2S)-2-[[5-chloro-2-ethoxy-4-[(1S)-4-(2-fluorophenyl)indan-1-yl]oxy-phenyl]methylamino]-3-hydroxypropionic acid